2-oxo-2-(2,4,5-trifluorophenyl)acetamide O=C(C(=O)N)C1=C(C=C(C(=C1)F)F)F